4-methylnicotinamide CC1=CC=NC=C1C(=O)N